BrC1=CC=2N(C(=C1)C)N=C(C2)CC 5-bromo-2-ethyl-7-methylpyrazolo[1,5-a]pyridine